4-fluoro-5-isopropylpyridin-2-amine FC1=CC(=NC=C1C(C)C)N